C(C1=CC=CC=C1)(=O)C1=C(C(=O)C2=CC=CC=C2)C=CC=C1 benzoyl-Benzophenone